COC(=O)N1[C@H](CCC2=C(C(=CC=C12)C=1C=NN(C1)C1CCS(CC1)(=O)=O)OC1CCC1)C.C(C1CO1)OCCC[Si](OC1=CC=CC=C1)(OC1=CC=CC=C1)C γ-glycidoxypropyl-methyl-diphenoxysilane methyl-(2S)-5-cyclobutoxy-6-[1-(1,1-dioxo-1λ6-thian-4-yl)-1H-pyrazol-4-yl]-2-methyl-1,2,3,4-tetrahydroquinoline-1-carboxylate